FC=1C=CC(=C(C(=O)NCC2=CC=C(C=C2)N2N=CC3=C(C=CC(=C23)C(=O)N)C2CC(CC2)O)C1)OC (4-((5-fluoro-2-methoxybenzamido)methyl)phenyl)-4-(3-hydroxycyclopentyl)-1H-indazole-7-carboxamide